6-[[5-[2-(difluoromethyl)-4-[[(2R)-1-ethylazetidin-2-yl]methoxy]pyrazol-3-yl]pyrazolo[1,5-a]pyridin-2-yl]amino]-2,4-dimethyl-pyridazin-3-one FC(N1N=CC(=C1C1=CC=2N(C=C1)N=C(C2)NC=2C=C(C(N(N2)C)=O)C)OC[C@@H]2N(CC2)CC)F